dimethylolbutanol-tris[3-(1-aziridinyl) propionate] N1(CC1)CCC(=O)O.N1(CC1)CCC(=O)O.N1(CC1)CCC(=O)O.C(O)C(CCC)(O)CO